C1(CC1)N1N=C(C2=C1C=NN(C2=O)CC(=O)N[C@@H](C)C2=CC=C(C=C2)C([2H])([2H])[2H])C (S)-2-(1-cyclopropyl-3-methyl-4-oxo-1,4-dihydro-5H-pyrazolo[3,4-d]pyridazin-5-yl)-N-(1-(4-(methyl-d3)phenyl)ethyl)acetamide